2-fluoro-3-methyl-6-(4-{[(3R)-1-methylpiperidin-3-yl]amino}phthalazin-1-yl)phenol FC1=C(C(=CC=C1C)C1=NN=C(C2=CC=CC=C12)N[C@H]1CN(CCC1)C)O